N1C(=CC2=CC=CC=C12)CN1C(C2=CC(=CC(=C2C=C1)C=1C(=NC=C(C1)CO)Cl)CN1C(=NC=C1)NC)=O 2-((1H-indol-2-yl)methyl)-5-(2-chloro-5-(hydroxymethyl)pyridin-3-yl)-7-((2-(methylamino)-1H-imidazol-1-yl)methyl)isoquinolin-1(2H)-one